C1(=CC=C2C=CC3=CC=CC4=CC=C1C2=C34)CO[SiH2]O[SiH2]OCC3=CC=C4C=CC2=CC=CC1=CC=C3C4=C21 1-pyrenylmethoxysilyl ether